NC1=C(SC2=NC(=C(C=C21)C2CC2)C)C(=O)NCCC2=CC=C(C=C2)N2CCN(CC2)C(=O)OC(C)(C)C tert-Butyl 4-(4-(2-(3-amino-5-cyclopropyl-6-methylthieno[2,3-b]pyridine-2-carboxamido)ethyl)phenyl)piperazine-1-carboxylate